NCC=1C(=NC(=NC1)C(=O)N[C@@H]1C(N(C2=C(OC1)C=C(C=N2)Cl)C)=O)C2=CC=CC=C2 (S)-5-(aminomethyl)-N-(8-chloro-5-methyl-4-oxo-2,3,4,5-tetrahydropyrido[3,2-b][1,4]oxazepin-3-yl)-4-phenylpyrimidine-2-carboxamide